C(C)O[Si](CCC(C)(C)CC(=S)[O-])(OCC)OCC 1-triethoxysilyl-3-methyl-3-butylthioacetate